2-cyano-4-[(3S)-3,4-dihydroxybutyl]Benzoic acid methyl ester COC(C1=C(C=C(C=C1)CC[C@@H](CO)O)C#N)=O